6-(2-chloro-3-(3-chloro-2-(4-formyl-3-methoxyphenyl)pyridin-4-yl)phenyl)-2-methoxynicotinaldehyde ClC1=C(C=CC=C1C1=C(C(=NC=C1)C1=CC(=C(C=C1)C=O)OC)Cl)C1=NC(=C(C=O)C=C1)OC